COC1=CC=C(C=C1)C(=C(C1=CC=CC=C1)C1=CC=C(C=O)C=C1)C1=CC=C(C=C1)OC 4-(2,2-bis(4-methoxyphenyl)-1-phenylvinyl)benzaldehyde